(1S,3S)-3-((2-(3-(((5-butyl-1,2,4-oxadiazol-3-yl)amino)methyl)-5-chlorothien-2-yl)-4-methylpyrimidin-5-yl)oxy)cyclohexane-1-carboxylic acid C(CCC)C1=NC(=NO1)NCC1=C(SC(=C1)Cl)C1=NC=C(C(=N1)C)O[C@@H]1C[C@H](CCC1)C(=O)O